O=C1N(C(C2=CC=CC=C12)=O)N1CCC(CC1)(C(F)(F)F)O (1,3-dioxoisoindolin-2-yl)4-hydroxy-4-(trifluoromethyl)piperidine